NC=1C(=NC(=C(N1)F)C1=CC(=C(C=C1)F)C(C)(C)N)C=1C=C2CCNC(C2=CC1)=O 6-(3-amino-6-(3-(2-aminopropan-2-yl)-4-fluorophenyl)-5-fluoropyrazin-2-yl)-3,4-dihydroisoquinolin-1(2H)-one